C(=CCCCCCCCCCCCCCCCCC)C1=NC=C(C=C1)OCCCCCCCCCCCCCCCCCC 2-(nonadec-1-enyl)-5-octadecyloxypyridine